6-((2-methoxyethyl)(methyl)amino)pyridin-2-yl 3-(o-tolyl)propiolate C1(=C(C=CC=C1)C#CC(=O)OC1=NC(=CC=C1)N(C)CCOC)C